(3R,5S)-5-(2-aminopyrimidin-5-yl)oxolan-3-yl N-(1-methylcyclopropyl)carbamate CC1(CC1)NC(O[C@H]1CO[C@@H](C1)C=1C=NC(=NC1)N)=O